C(CCC)SC(=O)SSC(C(=O)O)(C)C 2-((butylthio)-carbonylthio)thio-2-methylpropanoic acid